4-(benzyloxy)-3-[methoxy(methyl)carbamoyl]benzoic acid C(C1=CC=CC=C1)OC1=C(C=C(C(=O)O)C=C1)C(N(C)OC)=O